1-(3-(tert-butyl)-5-fluorophenyl)-2-isopropyl-6-(methylthio)-1,2-dihydro-3H-pyrazolo[3,4-d]pyrimidin-3-one C(C)(C)(C)C=1C=C(C=C(C1)F)N1N(C(C=2C1=NC(=NC2)SC)=O)C(C)C